[(2S,3R,4R,5S,6S)-4,5-diacetoxy-6-[[4-(hydroxymethyl)phenyl]carbamoyloxy]-2-methyl-tetrahydropyran-3-yl] acetate C(C)(=O)O[C@@H]1[C@@H](O[C@H]([C@H]([C@@H]1OC(C)=O)OC(C)=O)OC(NC1=CC=C(C=C1)CO)=O)C